O1CCN(CC1)C=1OC(=CC(C1)=O)C=CC1=CC=CC=C1 2-morpholino-6-styryl-4H-pyran-4-one